4-(6-ethynyl-8-fluoro-4-(piperazin-1-yl)quinazolin-7-yl)-7-fluorobenzo[d]thiazol-2-amine C(#C)C=1C=C2C(=NC=NC2=C(C1C1=CC=C(C2=C1N=C(S2)N)F)F)N2CCNCC2